1,4-bis[(t-butylperoxy)isopropyl]benzene C(C)(C)(C)OOC(C)(C)C1=CC=C(C=C1)C(C)(C)OOC(C)(C)C